[N+](=O)([O-])C=1C=C(C=CC1)C=1C=CC2=C(N=C(O2)[C@H]2N(CCC2)C#N)C1 (S)-2-(5-(3-Nitrophenyl)benzo[d]oxazol-2-yl)pyrrolidine-1-carbonitrile